5-[6-amino-4-ethyl-5-(4-hydroxyphenyl)-3-pyridyl]pyridine-3-carbonitrile NC1=C(C(=C(C=N1)C=1C=C(C=NC1)C#N)CC)C1=CC=C(C=C1)O